C1=C2C(NC=3C4=C(C=CC3C2=CC=C1)C=C1C(=C4)OCO1)=O [1,3]dioxolo[4',5':4,5]benzo[1,2-c]phenanthridin-13(12H)-one